(tert-Butoxycarbonyl)-5-tert-butoxy-5-oxopentanoic acid C(C)(C)(C)OC(=O)C(C(=O)O)CCC(=O)OC(C)(C)C